CN1N=CC(=C1)C=1N=C(C=2N(C1)N=CC2)O[C@H]2CCN(CCC2)S(=O)(=O)C=C (R)-6-(1-methyl-1H-pyrazol-4-yl)-4-((1-(vinylsulfonyl)azepan-4-yl)oxy)pyrazolo[1,5-a]pyrazine